(S)-1-cyclobutyl-1,2,3,6-tetrahydropyridin-3-yl pivalate C(C(C)(C)C)(=O)O[C@@H]1CN(CC=C1)C1CCC1